CN1N=CC=2C1=NC(=CC2N2CC1=C(CC2)N(N=C1C)CC12CCC(CC1)(CC2)NC(CNC)=O)C N-(4-((5-(1,6-dimethyl-1H-pyrazolo[3,4-b]pyridin-4-yl)-3-methyl-4,5,6,7-tetrahydro-1H-pyrazolo[4,3-c]pyridin-1-yl)methyl)bicyclo[2.2.2]oct-1-yl)-2-(methylamino)acetamide